COC1=C(CNC=2C3=C(N=CN2)C(=CN3C3=CC=C(CNC(C2=C(C=CC(=C2)F)OC)=O)C=C3)C3CCN(CC3)C(C(C)C)=O)C=CC(=C1)OC N-(4-(4-((2,4-dimethoxybenzyl)amino)-7-(1-isobutyrylpiperidin-4-yl)-5H-pyrrolo[3,2-d]pyrimidin-5-yl)benzyl)-5-fluoro-2-methoxybenzamide